(2R,3S)-3-((5-fluoro-2-(2-methoxy-7-methylquinoxalin-5-yl)benzo[d]thiazol-6-yl)oxy)butan-2-yl (6-methylpyridin-3-yl)carbamate CC1=CC=C(C=N1)NC(O[C@H](C)[C@H](C)OC1=CC2=C(N=C(S2)C2=C3N=CC(=NC3=CC(=C2)C)OC)C=C1F)=O